OCCO[C@@H]1CC[C@H](CC1)N1C(N(C(C1(C)C)=O)C1=CC(=C(C#N)C=C1)C(F)(F)F)=S 4-(3-(trans-4-(2-hydroxyethoxy)cyclohexyl)-4,4-dimethyl-5-oxo-2-thioxoimidazolidin-1-yl)-2-(trifluoromethyl)benzonitrile